C(#N)C1=NC=CC(=N1)B(O)O 2-CYANOPYRIMIDINE-4-BORONIC ACID